tetrakis(diethylamino)titanium(IV) C(C)N(CC)[Ti](N(CC)CC)(N(CC)CC)N(CC)CC